O=C1OC2=CC=CC=C2C=C1C(SC1=CC=C(C=C1)C(C)C)=O S-(4-isopropylphenyl) 2-oxo-2H-chromene-3-carbothioate